(E)-(2-Chlorophenyl)(2-(3-fluoropyridin-2-yl)vinyl)(imino)-λ6-sulfanone ClC1=C(C=CC=C1)S(=O)(=N)\C=C\C1=NC=CC=C1F